2,2-dimethyl-hexahydrobenzo[d][1,3]dioxole-4,6-diol CC1(OC2C(O1)CC(CC2O)O)C